3-amino-4-(pyridin-3-yl)but-2-enoic acid ethyl ester C(C)OC(C=C(CC=1C=NC=CC1)N)=O